[Si](C)(C)(C(C)(C)C)OCCC([C@@H](C(=O)N1[C@@H](C[C@H](C1)O)C(NCC1=CC=C(C=C1)C#C)=O)NC(OC(C)(C)C)=O)(C)C 2-Tert-butyl ((S)-5-((tert-butyldimethylsilyl)oxy)-1-((2S,4R)-2-((4-ethynylbenzyl)carbamoyl)-4-hydroxypyrrolidin-1-yl)-3,3-dimethyl-1-oxopentan-2-yl)carbamate